N-hydroxy-4-{[5-(3-methyl-4-oxo-3,4-dihydroquinazolin-6-yl)-3-(3-methoxyphenyl)-1H-pyrazol-1-yl]methyl}benzamide ONC(C1=CC=C(C=C1)CN1N=C(C=C1C=1C=C2C(N(C=NC2=CC1)C)=O)C1=CC(=CC=C1)OC)=O